ClC1=CC=C(C=C1)C1(CN(C1)C(=O)OCC1=CC=CC=C1)OS(=O)(=O)C benzyl 3-(4-chlorophenyl)-3-methylsulfonyloxy-azetidine-1-carboxylate